FC(C=1C=CC(=NC1)C1=NN=C(C2=CC=CC=C12)N[C@@H]1CN(CC1)C(C=C)=O)(F)F (S)-1-(3-((4-(5-(trifluoromethyl)pyridin-2-yl)phthalazin-1-yl)amino)pyrrolidin-1-yl)prop-2-en-1-one